N-(5-methyl-1H-pyrazol-3-yl)-6-(4-methylpiperazin-1-yl)-2-styrylpyrimidin-4-amine CC1=CC(=NN1)NC1=NC(=NC(=C1)N1CCN(CC1)C)C=CC1=CC=CC=C1